C(CCC)OC(C(CCCC)CC)=O butyl-2-ethyl-hexanoate